(4aS,13aR)-N-[(2,4-Difluorophenyl)methyl]-10-hydroxy-9,11-dioxo-2,3,4a,5,9,11,13,13a-octahydro-1H-pyrido[1,2-a]pyrrolo[1',2':3,4]imidazolo[1,2-d]pyrazine-8-carboxamide FC1=C(C=CC(=C1)F)CNC(=O)C=1C(C(=C2N(C[C@@H]3N(C2=O)C[C@@H]2N3CCC2)C1)O)=O